Cl.C(C)(C)(C)OC([C@@H](CC(C)C)N)=O (2R)-2-amino-4-methylpentanoic acid tert-butyl ester hydrochloride